7-(2-hydroxyethyl)-1,3-dimethyl-8-(methylsulfonyl)-3,7-dihydro-1H-purine-2,6-dione OCCN1C(=NC=2N(C(N(C(C12)=O)C)=O)C)S(=O)(=O)C